vinylbenzylaminoethylaminopropyltrimethoxysilane lauryl-methacrylate C(CCCCCCCCCCC)OC(C(=C)C)=O.C(=C)CO[Si](OC)(OC)CCCNCCNCC1=CC=CC=C1